ClC1=CC2=C(C=N1)C1(CN2C2=NC(=NC(=C2)C(C)C)C(C)(F)F)CC1 6'-Chloro-1'-(2-(1,1-difluoroethyl)-6-isopropylpyrimidin-4-yl)-1',2'-dihydrospiro[cyclopropane-1,3'-pyrrolo[3,2-c]pyridine]